P(=O)(OCC)(OCC)ON1N=NC2=C(C1=O)C=CC=C2 diethyl (4-oxobenzo[d][1,2,3]triazin-3(4H)-yl) phosphate